2-(1-methylpyrazol-4-yl)piperidine CN1N=CC(=C1)C1NCCCC1